2-chloro-8,8-dimethyl-7,8-dihydro-6H-cyclopenta[e]pyrazolo[1,5-a]pyrimidine-6-carboxylic acid ClC1=NN2C(N=CC3=C2C(CC3C(=O)O)(C)C)=C1